C(C1=CC=CC=C1)N1CC=2N(CC1)N=C(C2Br)C 5-benzyl-3-bromo-2-methyl-4,5,6,7-tetrahydropyrazolo[1,5-a]pyrazine